isocyanatopropyltrimethoxysilane N(=C=O)CCC[Si](OC)(OC)OC